N-(4-bromo-3-{[(dimethylamino)methylene]sulfamoyl}phenyl)-2-(2-chlorophenyl)acetamide hydrochloride Cl.BrC1=C(C=C(C=C1)NC(CC1=C(C=CC=C1)Cl)=O)S(N=CN(C)C)(=O)=O